COC=1C=CC=C2C(=CNC12)F 7-methoxy-3-fluoro-1H-indole